Cl.CNC1CC=2C(=CSC2C)CC1 N,3-dimethyl-4,5,6,7-tetrahydro-2-benzothiophen-5-amine hydrochloride salt